C1(CCC1)C(=O)N1[C@H]([C@H](CC1)NC(C(=O)N(C)C)=O)CC1=NC(=CC=C1)C1=CC(=CC=C1)F N~2~-[(2S,3S)-1-(cyclobutanecarbonyl)-2-{[6-(3-fluorophenyl)pyridin-2-yl]methyl}pyrrolidin-3-yl]-N~1~,N~1~-dimethylethanediamide